COC(C1=CC(=NC=C1)C1=CC=C(C=C1)C=CC1=CC(=CC(=C1)OC)OC)=O 2-(4-(3,5-dimethoxystyryl)phenyl)isonicotinic acid methyl ester